C(C)[Sn](OCCCC)(OCCCC)OCCCC ethyltributoxytin